C(C)(C)(C)[Si](C)(C)OC1C=CCCCC1 tert-butyl-(cyclohept-2-en-1-yloxy)dimethylsilane